FC=1C(=NC(=NC1)N[C@@H]1CC[C@H](CC1)C(=O)O)C1=NC(=CC=C1)N1C(OCCC1)=O trans-4-[[5-fluoro-4-[6-(2-oxo-1,3-oxazinan-3-yl)-2-pyridyl]pyrimidin-2-yl]amino]cyclohexanecarboxylic acid